(2s,3s,4r,5s,6s)-2-(azidomethyl)-6-methoxytetrahydro-2H-pyran-3,4,5-triyltriacetate N(=[N+]=[N-])C[C@H]1O[C@@H]([C@H]([C@@H]([C@@H]1CC(=O)[O-])CC(=O)[O-])CC(=O)[O-])OC